CC1(CC1)C(=O)O 1-methyl-cyclopropanecarboxylic acid